OC(C)(C)C1(OCCC2=C1NC(C1=C2C=C(S1)C=1C=NN(C1)COCC[Si](C)(C)C)=O)C 4-(2-hydroxypropan-2-yl)-4-methyl-8-(1-((2-(trimethylsilyl)ethoxy)methyl)-1H-pyrazol-4-yl)-1,5-dihydro-2H-pyrano[3,4-b]Thieno[3,2-d]Pyridin-6(4H)-one